NCC=1C=C(C=CC1)N1C(CCC1)=O 1-(3-(aminomethyl)phenyl)pyrrolidin-2-one